N,N-dimethyl-2-(8-methylamino-2-oxo-3,8-diphenyl-1,3-diazaspiro[4.5]decan-1-yl)-acetamide CN(C(CN1C(N(CC12CCC(CC2)(C2=CC=CC=C2)NC)C2=CC=CC=C2)=O)=O)C